(Oxetan-3-yl)isoindolin-4-amine O1CC(C1)C1NCC=2C(=CC=CC12)N